C(C)(C)(C)C1=CC=C(C=C1)NC(C(=O)O)(C)C 2-((4-(tert-butyl)phenyl)amino)-2-methylpropanoic acid